[O-]P([O-])(=O)OP(=O)([O-])[O-].C(\C=C(/C)\CCC=C(C)C)[NH2+]C\C=C(/C)\CCC=C(C)C.C(\C=C(/C)\CCC=C(C)C)[NH2+]C\C=C(/C)\CCC=C(C)C.C(\C=C(/C)\CCC=C(C)C)[NH2+]C\C=C(/C)\CCC=C(C)C.C(\C=C(/C)\CCC=C(C)C)[NH2+]C\C=C(/C)\CCC=C(C)C geranylgeranyl-ammonium pyrophosphate salt